NC1=C2C(=NC=N1)N(N=C2C2=CC=C(C1=C2OCO1)NC(C1=C(C=C(C=C1)C(F)(F)F)C(F)(F)F)=O)[C@H]1CNCCC1 (R)-N-(7-(4-amino-1-(piperidin-3-yl)-1H-pyrazolo[3,4-d]pyrimidin-3-yl)benzo[d][1,3]dioxolan-4-yl)-2,4-bis(trifluoromethyl)benzamide